[Sn]=O.[Al] aluminum-tin oxide